C1(=CC=CC=C1)S(=O)(=O)OC(C(C(CCC)OC(C1=CC=CC=C1)=O)C)CCC 5-methyl-4,6-nonanediol benzoate benzenesulfonate